N1-(5-(2,3-dimethyl-3H-imidazo[4,5-b]pyridin-5-yl)pyrrolo[2,1-f][1,2,4]triazin-2-yl)cyclohexane-1,4-diamine CC1=NC=2C(=NC(=CC2)C=2C=CN3N=C(N=CC32)NC3CCC(CC3)N)N1C